COC(=O)C=1C=CC2=C(N(C(=N2)C2CC23CCN(CC3)C3=NC(=CC=C3F)OCC3=C(C=C(C=C3)C#N)F)C[C@H]3OCC3)C1 2-(6-{6-[(4-cyano-2-fluorobenzyl)oxy]-3-fluoropyridin-2-yl}-6-azaspiro[2.5]oct-1-yl)-1-[(2S)-oxetan-2-ylmethyl]-1H-benzimidazole-6-carboxylic acid methyl ester